ethyl 2-(4-(2-(3-(aminomethyl)-2-fluorophenyl)pyrrolo[2,1-f][1,2,4]triazine-4-carboxamido)thiophen-3-yl)acetate NCC=1C(=C(C=CC1)C1=NN2C(C(=N1)C(=O)NC=1C(=CSC1)CC(=O)OCC)=CC=C2)F